C(C)(=O)N1CCC(CC1)N1C(N(C2=C1C=CC(=C2)F)CC2=NC=C(C=C2)C=2OC(=NN2)C(F)F)=O 1-(1-acetylpiperidine-4-yl)-3-((5-(5-(difluoromethyl)-1,3,4-oxadiazole-2-yl)pyridine-2-yl)methyl)-5-fluoro-1,3-dihydro-2H-benzo[d]imidazole-2-one